BrC1=C2CC[C@@H](C2=C(C=C1)F)O (S)-4-bromo-7-fluoro-indan-1-ol